4-METHYLGUAIACOL CC=1C=C(C(=CC1)OC)O